ClC1=CC(=C(C(=O)NCCN)C=C1)NC(=O)NC1=CC(=CC=C1)Br 4-chloro-2-[3-(3-bromophenyl)ureido]-N-(2-amino-ethyl)benzamide